N(=C=O)CCCCCCN1C(N(C(N(C1=O)CCCCCCN=C=O)=O)CCCCCCN=C=O)=O 1,3,5-tris(6-isocyanatohexa-1-yl)-1,3,5-triazin-2,4,6(1H,3H,5H)-trione